2-iodo-4-methylbenzo[d]thiazole IC=1SC2=C(N1)C(=CC=C2)C